N,7-dibenzyl-1-methyl-5-oxooctahydro-3aH-3,6-methanopyrrolo[3,2-b]pyridine-3a-carboxamide C(C1=CC=CC=C1)NC(=O)C12NC(C3C(C1N(CC2C3)C)CC3=CC=CC=C3)=O